ethyltin tributoxide Tin [Sn+4].[O-]CCCC.[O-]CCCC.[O-]CCCC.C(C)[Sn+3]